NC=1SC=C(N1)/C(/C(=O)N[C@H]1[C@H]2SCC(=C(N2C1=O)C(=O)O)C=C)=N/OCC(=O)OCC (6R,7R)-7-[[(Z)-2-(2-amino-4-thiazolyl)-2-[(2-ethoxy-2-oxoethoxy)imino]acetyl]amino]-3-vinyl-8-oxo-5-thia-1-azabicyclo[4.2.0]oct-2-ene-2-carboxylic acid